CSCC=1C=C(C=NC1)NC1=NC2=CC=CC=C2C=N1 N-(5-((methylthio)methyl)pyridin-3-yl)quinazolin-2-amine